N-[(4-chlorophenyl)methyl]acetamid ClC1=CC=C(C=C1)CNC(C)=O